[4-(methylthio)phenylthio]-methanebisphosphonic acid disodium salt [Na+].[Na+].CSC1=CC=C(C=C1)SC(P([O-])(=O)[O-])P(O)(=O)O